(R)-tert-butyl 2-(3-((dimethylamino) methyl)-5-(2-methylpyrrolidin-1-yl) phenyl)-7-(1-(1-methylpiperidin-4-yl)-1H-pyrazol-4-yl)-5H-pyrrolo[2,3-b]pyrazine-5-carboxylate CN(C)CC=1C=C(C=C(C1)N1[C@@H](CCC1)C)C=1N=C2C(=NC1)N(C=C2C=2C=NN(C2)C2CCN(CC2)C)C(=O)OC(C)(C)C